COC(C1=C(C(=CC=C1C)C1=CC=2N(C=C1)N=C(N2)N)F)=O.C(C)(C)(C)C2=C(C1=C(C3=CC=CC=C3C(=C1C=C2)C2=C(C=CC=C2)C2=CC=CC1=CC=CC=C21)C2=C(C=CC=C2)C2=CC=CC1=CC=CC=C21)C(C)(C)C di-t-butyl-9,10-bis[2-(1-naphthyl)phenyl]anthracene methyl-3-(2-amino-[1,2,4]triazolo[1,5-a]pyridin-7-yl)-2-fluoro-6-methylbenzoate